CN1CCN(CC1)C1=CC=C(C=C1)C=1C=C2C(=NC1)NC=C2C2=CC=CC=C2 5-[4-(4-methylpiperazin-1-yl)phenyl]-3-phenylpyrrolo[2,3-b]pyridine